3-isopropyl-5-(4-(2-((5-(4-(methylsulfonyl)phenyl)thiazolo[5,4-b]pyridin-2-yl)oxy)propylidene)piperidin-1-yl)-1,2,4-oxadiazole C(C)(C)C1=NOC(=N1)N1CCC(CC1)=CC(C)OC=1SC2=NC(=CC=C2N1)C1=CC=C(C=C1)S(=O)(=O)C